[1,3]dioxolo[4,5-d][1,2]oxaphosphinan O1COC2=C1CPOC2